ClC=1C=C(C=CC1F)C(C=1NC(=C(N1)S(=O)(=O)C)C)OCC1=C(C=C(C=C1)F)F 2-((3-chloro-4-fluorophenyl)((2,4-difluorobenzyl)oxy)methyl)-5-methyl-4-(methylsulfonyl)-1H-imidazole